C12NCC(C1)(C2)COC2=CC=C(C=N2)C2=CC(=C(C=C2Cl)NC(=O)N2[C@@H]1CC=3C(=CNC(C3)=O)[C@H]2CC1)F (6S,9R)-N-(4-(6-((2-azabicyclo[2.1.1]hexan-4-yl)methoxy)pyridin-3-yl)-5-chloro-2-fluorophenyl)-3-oxo-3,5,6,7,8,9-hexahydro-2H-6,9-epiminocyclohepta[c]pyridine-10-carboxamide